C(C)(C)(C)OC(=O)N[C@H](C(=O)OC)CC=O methyl (2S)-2-(tert-butoxycarbonylamino)-4-oxo-butanoate